ClC1=CC2=C(C3=CC=CC=C3C(=C2C=C1)OCCC)OCCC 2-chloro-9,10-bis(n-propyloxy)anthracene